methyl-N-(3-(6-(1-methyl-1H-pyrazol-4-yl)pyrazolo[1,5-a]pyrazine-4-carbonyl)cyclopentyl)acrylamide CC(C(=O)NC1CC(CC1)C(=O)C=1C=2N(C=C(N1)C=1C=NN(C1)C)N=CC2)=C